6-(trifluoromethoxyl)-3-pyridinamine FC(OC1=CC=C(C=N1)N)(F)F